Sodium bissulphate S(=O)(=O)([O-])[O-].S(=O)(=O)([O-])[O-].[Na+].[Na+].[Na+].[Na+]